isopropyl 5-chloro-1-isopropyl-2-oxo-1,2-dihydropyridine-3-carboxylate ClC=1C=C(C(N(C1)C(C)C)=O)C(=O)OC(C)C